2-isopropyl-6-(methoxymethyl)-8-(6-methyl-7-oxo-6,7-dihydro-1H-pyrrolo[2,3-c]pyridin-4-yl)-2H-1,4-benzoxazin-3(4H)-one C(C)(C)C1OC2=C(NC1=O)C=C(C=C2C=2C1=C(C(N(C2)C)=O)NC=C1)COC